Methyl (S)-5-cyclobutoxy-6-(1-(1,1-dioxidothietan-3-yl)-1H-pyrazol-4-yl)-2-methyl-3,4-dihydroquinoline-1(2H)-carboxylate C1(CCC1)OC1=C2CC[C@@H](N(C2=CC=C1C=1C=NN(C1)C1CS(C1)(=O)=O)C(=O)OC)C